trifluoro-3-oxovalerate FC(CC(CC(=O)[O-])=O)(F)F